para-cresyl dithiophosphite P(SC1=CC=C(C=C1)C)([S-])[O-]